CC1=CC=C(C=N1)[C@H]1N(OCC1)C(=O)C1CCN(CC1)C1=CC(=NC=N1)C(=O)N (S)-6-(4-(3-(6-methylpyridin-3-yl)isoxazolidine-2-carbonyl)piperidin-1-yl)pyrimidine-4-carboxamide